N-(2,2-dimethoxyethyl)-3,4-dimethoxyphenylacetamide COC(CNC(CC1=CC(=C(C=C1)OC)OC)=O)OC